Ethyl 4-(2-(1H-1,2,4-triazol-1-yl)acetamido)-2-(3-(((3R,6R,8aS,9R,10S,12R,12aR)-3,6,9-trimethyldecahydro-12H-3,12-epoxy[1,2]dioxepino[4,3-i]isochromen-10-yl)oxy)propoxy)benzoate N1(N=CN=C1)CC(=O)NC1=CC(=C(C(=O)OCC)C=C1)OCCCO[C@H]1O[C@H]2[C@@]34C([C@@H](CC[C@H]3[C@H]1C)C)CC[C@@](OO4)(O2)C